CC=1NC=CC=CC1C[S@](=O)C (2R,3S)-2-methyl-3-(((R)-methylsulfinyl)methyl)azepine